N-(4-{3-[(3-chloro-2-methoxyphenyl)amino]-4-oxo-5H,6H,7H-pyrazolo[1,5-a]pyrazin-2-yl}-1,7-naphthyridin-6-yl)prop-2-enamide ClC=1C(=C(C=CC1)NC=1C(=NN2C1C(NCC2)=O)C2=CC=NC1=CN=C(C=C21)NC(C=C)=O)OC